2-(6-Chloro-benzothiazol-2-ylamino)-1-methyl-1H-benzoimidazole-5-carboxylic acid [2-((S)-3-amino-pyrrolidin-1-yl)-2-oxo-ethyl]-amide hydrochloride Cl.N[C@@H]1CN(CC1)C(CNC(=O)C1=CC2=C(N(C(=N2)NC=2SC3=C(N2)C=CC(=C3)Cl)C)C=C1)=O